alpha-L-erythrose O[C@H]1[C@@H](O)[C@@H](O)CO1